ClC=1C=C(C(=O)N2CC=3C(=NN4C3C(N(C[C@H]4CO)C(CC)C4=CC=C(C=C4)S(=O)(=O)C)=O)C[C@H]2C)C=CC1Cl (3R,7S)-2-(3,4-dichlorobenzoyl)-7-(hydroxymethyl)-3-methyl-9-(1-(4-(methylsulfonyl)phenyl)propyl)-1,2,3,4,8,9-hexahydropyrido[4',3':3,4]pyrazolo[1,5-a]pyrazin-10(7H)-one